3-(5-(4-((2-azabicyclo[3.1.0]hexan-2-yl)methyl)pyridin-2-yl)-1-oxoisoindolin-2-yl)piperidine-2,6-dione C12N(CCC2C1)CC1=CC(=NC=C1)C=1C=C2CN(C(C2=CC1)=O)C1C(NC(CC1)=O)=O